3-((4-((6,7-dimethoxyquinolin-4-yl)oxy)-3-fluorophenyl)amino)-1-methyl-1H-pyrazole-4-carboxylic acid COC=1C=C2C(=CC=NC2=CC1OC)OC1=C(C=C(C=C1)NC1=NN(C=C1C(=O)O)C)F